(4-isopropyl-phenyl)-methanone C(C)(C)C1=CC=C(C=C1)C=O